2,2',2''-((5'-((benzyloxy)carbonyl)-[1,1'-biphenyl]-3,3',5-triyl)tris(oxy))triacetic acid C(C1=CC=CC=C1)OC(=O)C=1C=C(C=C(C1)C1=CC(=CC(=C1)OCC(=O)O)OCC(=O)O)OCC(=O)O